4,5,6,7-tetrahydrothiazolo[4,5-c]pyridyl-1,3,4,5,6,7-hexahydro-2H-imidazo[4,5-c]pyridin-2-one S1C(=NC=2CNCCC21)N2C(NC=1CNCCC12)=O